C(C)(C)(C)OOC(C)(C)C1=CC(=CC=C1)C(C)(C)OOC(C)(C)C 1,3-bis(t-butyl-peroxyisopropyl)benzene